N[C@H](C(=O)O)CNC(=O)O (S)-2-Amino-3-(carboxyamino)propanoic acid